C(C)C1=C2C(=CC(=CC2=CC=C1F)O)C1=C(C=2N=C(N=C(C2C=N1)OCCCC=1C=NC=CC1)OC[C@]12CCCN2C[C@@H](C1)F)F 5-ethyl-6-fluoro-4-(8-fluoro-2-(((2r,7as)-2-fluoro-hexahydro-1H-pyrrolizin-7a-yl)methoxy)-4-(3-(pyridin-3-yl)propoxy)pyrido[4,3-d]pyrimidin-7-yl)naphthalen-2-ol